C(C)(C)(C)OC(=O)N1CC2(C1)CCN(CC2)C2=CC1=C(C=C(S1)C(NC(CC=1NC3=CC=CC=C3C1)CCCC)=O)C=C2 7-(2-([1-(1H-indol-2-yl)hexan-2-yl]carbamoyl)-1-benzothien-6-yl)-2,7-diazaspiro[3.5]nonane-2-carboxylic acid tert-butyl ester